C(C)(C)(C)OC(=O)N1CCC(CC1)CNC=1C=2N(C=C(N1)C1=CC(=NC=C1)Cl)C(=C(N2)C(NC)=O)C 4-{[6-(2-Chloro-pyridin-4-yl)-3-methyl-2-methylcarbamoyl-imidazo[1,2-a]pyrazin-8-ylamino]-methyl}-piperidine-1-carboxylic acid tert-butyl ester